allyl-phosphorus C(C=C)[P]